NC1=CC=C(C=N1)C=1N=NN(C1)C(CO)C1=CC=C(C=C1)C=1OC(=NN1)C(F)F 2-(4-(6-aminopyridin-3-yl)-1H-1,2,3-triazol-1-yl)-2-(4-(5-(difluoromethyl)-1,3,4-oxadiazol-2-yl)phenyl)ethan-1-ol